2-cyclopentylcyclopentylcrotonate C1(CCCC1)C1C(CCC1)OC(\C=C\C)=O